C1(=CC=CC=C1)C=1C=CC(=NC1)NC1=CC(=CC=C1)C1=NC2=C(N1)C=C(C=C2)C(F)(F)F 5-Phenyl-N-{3-[6-(trifluoromethyl)-1H-benzo[d]imidazol-2-yl]phenyl}pyridin-2-amine